(S)-2-amino-N-((3S,4R)-1-(imidazo[1,5-a]pyridine-8-carbonyl)-4-neopentylpiperidin-3-yl)-3,3-dimethylbutanamide N[C@H](C(=O)N[C@@H]1CN(CC[C@H]1CC(C)(C)C)C(=O)C=1C=2N(C=CC1)C=NC2)C(C)(C)C